5-(6-bromo-2,3-difluoro-4-nitro-phenoxy)-2-fluoro-aniline BrC1=CC(=C(C(=C1OC=1C=CC(=C(N)C1)F)F)F)[N+](=O)[O-]